2-{[(αR)-6-[4-(3-hydroxy-3-methyl-butyl)-2,5-dioxo-imidazolidin-1-yl]-spiro[3.3]heptan-2-yl]oxy}pyridine-3-carboxamide OC(CCC1NC(N(C1=O)C1CC2(CC(C2)OC2=NC=CC=C2C(=O)N)C1)=O)(C)C